di-tert-butyl (((6-((2-(pyrrolidin-1-yl)ethyl)amino)-1,3,5-triazine-2,4-diyl)bis(azanediyl))bis(propane-3,1-diyl))dicarbamate N1(CCCC1)CCNC1=NC(=NC(=N1)NCCCNC(OC(C)(C)C)=O)NCCCNC(OC(C)(C)C)=O